benzyl (2-(1-(2-methoxyethyl)-1H-imidazo[1,2-b]pyrazole-7-carbonyl)-2-azaspiro[3.3]heptan-6-yl)(methyl)carbamate COCCN1C=CN2N=CC(=C21)C(=O)N2CC1(C2)CC(C1)N(C(OCC1=CC=CC=C1)=O)C